CNC=1C=CC2=CN(N=C2C1)C=1C=C2C(=CN1)N(N=C2)CC(C(F)(F)F)(F)F N-methyl-2-[1-(2,2,3,3,3-pentafluoropropyl)pyrazolo[3,4-c]pyridin-5-yl]indazol-6-amine